toluene-3-naphthalate C1=CC(=CC2=CC=CC=C12)C(=O)O.CC1=CC=CC=C1